N[C@](COC1=C(C#N)C=C(C=C1)C1=CC=NC2=CC=NC=C12)(CC(C)C)C (S)-2-((2-amino-2,4-dimethylpentyl)oxy)-5-(1,6-naphthyridin-4-yl)benzonitrile